(R)-1-(1-(4-(2-fluoropyridin-3-yl)phenyl)-2-oxopiperidin-3-yl)-3-(4-(trifluoromethyl)phenyl)urea FC1=NC=CC=C1C1=CC=C(C=C1)N1C([C@@H](CCC1)NC(=O)NC1=CC=C(C=C1)C(F)(F)F)=O